CC1=NC2=CC=CC=C2C(N1C1=CC=C(C=C1)NC(CC1=CC=CC=C1)=O)=O N-(4-(2-methyl-4-oxoquinazolin-3(4H)-yl)phenyl)-2-phenylacetamide